2-(4-(bis(4-(tert-butyl)phenyl)amino)phenyl)benzofuran-6-carbaldehyde C(C)(C)(C)C1=CC=C(C=C1)N(C1=CC=C(C=C1)C=1OC2=C(C1)C=CC(=C2)C=O)C2=CC=C(C=C2)C(C)(C)C